ClC1=CC=C(C=C1)C1=C(C2=C(S1)C=C(C=C2)OC)OC2=CC=C(C=C2)N2CCN(CC2)C(=O)OC(C)(C)C tert-butyl 4-(4-((2-(4-chlorophenyl)-6-methoxybenzo[b]thiophen-3-yl)oxy)phenyl)piperazine-1-carboxylate